(R)-N1-(2-(dimethylamino)ethyl)-5-methoxy-N1-methyl-2-nitro-N4-(6-(3-phenylisoxazolidin-2-yl)pyrimidin-4-yl)benzene-1,4-diamine CN(CCN(C1=C(C=C(C(=C1)OC)NC1=NC=NC(=C1)N1OCC[C@@H]1C1=CC=CC=C1)[N+](=O)[O-])C)C